FC(S(=O)(=O)C=1C(=NC=CC1)NC1=C(N=NC(=C1)NC1=NC(=CC=C1)F)C(=O)NC([2H])([2H])[2H])F 4-((3-((difluoromethyl)sulfonyl)pyridin-2-yl)amino)-6-((6-fluoropyridin-2-yl)amino)-N-(methyl-d3)pyridazine-3-carboxamide